C(C1CO1)OCCC[Si](OCC)(OCC)OCC 3-glycidoxypropyltriethoxysilane